C(C)(C)OC=1C=C(OC2=C(C=CC=C2)/C(/C(=O)OC)=C\OC)C=CC1 methyl (E)-2-[2-(3-isopropyloxyphenoxy)phenyl]-3-methoxyacrylate